ethyl (S)-5-(3-(tert-butoxy)-2-((tert-butoxycarbonyl)amino)-3-oxopropyl)isoxazole-3-carboxylate C(C)(C)(C)OC([C@H](CC1=CC(=NO1)C(=O)OCC)NC(=O)OC(C)(C)C)=O